(5-(3,5-dimethylisoxazol-4-yl)-1-((1r,4r)-4-methoxycyclohexyl)-1H-benzo[d]imidazol-2-yl)(phenyl)methanol CC1=NOC(=C1C1=CC2=C(N(C(=N2)C(O)C2=CC=CC=C2)C2CCC(CC2)OC)C=C1)C